C(#N)C1(CC1)N(S(=O)(=O)C=1C=C(C=2N(C1)C(=NC2)C=2SC(=NN2)C(F)(F)F)C=2CCNCC2)COCC[Si](C)(C)C N-(1-cyanocyclopropyl)-8-(1,2,3,6-tetrahydropyridin-4-yl)-3-(5-(trifluoromethyl)-1,3,4-thiadiazol-2-yl)-N-((2-(trimethylsilyl)ethoxy)methyl)imidazo[1,5-a]pyridine-6-sulfonamide